acryloyloxyethyl-dimethyl-methoxysilane C(C=C)(=O)OCC[Si](OC)(C)C